3-(1,1-dimethyl-1,3-dihydroisobenzofuran-5-yl)-3-(4-hydroxyphenyl)-7-trifluoromethylindolin-2-one CC1(OCC2=CC(=CC=C12)C1(C(NC2=C(C=CC=C12)C(F)(F)F)=O)C1=CC=C(C=C1)O)C